Fluoromethyl-aniline FCNC1=CC=CC=C1